3-fluoro-2-oxo-1,2-dihydroquinoline-4-carbaldehyde FC=1C(NC2=CC=CC=C2C1C=O)=O